BrC=1C(=C(SC1C)C=O)OC 4-Bromo-3-methoxy-5-methylthiophene-2-carboxaldehyde